methyl (2R,4S)-4-hydroxy-1-((R)-1-phenylethyl)piperidine-2-carboxylate O[C@@H]1C[C@@H](N(CC1)[C@H](C)C1=CC=CC=C1)C(=O)OC